C1(CC1)C1=C(C(=NO1)C1=C(C=CC=C1Cl)Cl)CO[C@H]1[C@@H]2C(N([C@H](C1)C2)C=2C=C(C(=NC2)C(=O)NS(=O)(=O)[C@H]2[C@@H](CCC2)OC)F)=O 5-((1S,4R,5R)-5-((5-cyclopropyl-3-(2,6-dichlorophenyl)isoxazol-4-yl)methoxy)-3-oxo-2-azabicyclo[2.2.1]heptan-2-yl)-3-fluoro-N-(((1R,2R)-2-methoxycyclopentyl)sulfonyl)picolinamide